C1(CC1)N1CC2=CC(=CC=C2CC1)CN1N=C(C(=C1)C(=O)NCC1=C(C(=CC=C1N1N=C(N=C1)C(F)F)OC)F)COC 1-[(2-cyclopropyl-3,4-dihydro-1H-isoquinolin-7-yl)methyl]-N-({6-[3-(difluoromethyl)-1,2,4-triazol-1-yl]-2-fluoro-3-methoxyphenyl}methyl)-3-(methoxymethyl)pyrazole-4-carboxamide